(pentamethylcyclopentadienyl)rhodium (III) bis(hexafluoroantimonate) F[Sb-](F)(F)(F)(F)F.F[Sb-](F)(F)(F)(F)F.CC1=C(C(=C(C1(C)[Rh+2])C)C)C